CC(C)C(CC(CC)C)C 2,3,5-trimethylheptane